m-methylthiomercaptobenzene CSSC=1C=CC=CC1